BrC=1C=C(C=2N(C3=CC=C(C=C3C2C1)Cl)S(=O)(=O)C1=CC=C(C)C=C1)CCNC(OC(C)(C)C)=O tert-butyl 2-(3-bromo-6-chloro-9-tosyl-9H-carbazol-1-yl)ethylcarbamate